C1(CCCC1)N1C=CC2=C1N=C(N=C2)NC=2C=C1C(=NC2)NN=C1 N-(7-cyclopentyl-7H-pyrrolo[2,3-d]pyrimidin-2-yl)-1H-pyrazolo[3,4-b]pyridin-5-amine